1,1-dimethylethyl 2-aminobenzimidazole-1-carboxylate NC1=NC2=C(N1C(=O)OC(C)(C)C)C=CC=C2